P(=O)(O)(O)O.FC=1C=C(C=CC1C=1C=NC(=CC1)C=1N=NN(N1)C1CC1)N1C(O[C@@H](C1)CO)=O (S)-3-(3-fluoro-4-(6-(2-cyclopropyl-2H-tetrazol-5-yl)pyridin-3-yl)phenyl)-5-(hydroxymethyl)oxazolidin-2-one phosphate